5-(4-t-butylphenyl)-4-phenyl-1,2,4-triazole C(C)(C)(C)C1=CC=C(C=C1)C=1N(C=NN1)C1=CC=CC=C1